3-[4-(4-methoxy-5-methylthiophene-3-yl)-1H-1,2,3-triazol-1-yl]piperidine-2,6-dione COC=1C(=CSC1C)C=1N=NN(C1)C1C(NC(CC1)=O)=O